[(1s)-1-[4-(4-methylthiazol-5-yl)phenyl]ethyl]pyrrolidine-2-carboxamide CC=1N=CSC1C1=CC=C(C=C1)[C@H](C)N1C(CCC1)C(=O)N